ClC=1C=C2C(=NC(=NC2=C(C1C1=CC(=CC2=CC=CC=C12)O)F)N1CC(C1)N(C)C)N1CCC2(CNC2)CC1 (R or S)-4-(6-chloro-2-(3-(dimethylamino)azetidin-1-yl)-8-fluoro-4-(2,7-diazaspiro[3.5]nonan-7-yl)quinazolin-7-yl)naphthalen-2-ol